5-((1-(3-Chloro-4-((3-fluoropyrrolidin-1-yl)methyl)phenyl)-1H-imidazol-4-yl)amino)pyrazine-2-carbonitrile ClC=1C=C(C=CC1CN1CC(CC1)F)N1C=NC(=C1)NC=1N=CC(=NC1)C#N